OC(COC(C1=CC=C(C=C1)I)=O)COC(C(=C)C)=O 2-hydroxy-3-(methacryloxy)propyl-4-iodobenzoate